ClC1=CC(=C(C=C1)C1OC2=C(OC1)C=CC=C2C2CCN(CC2)C(=O)OC(C)(C)C)F tert-butyl 4-(3-(4-chloro-2-fluorophenyl)-2,3-Dihydrobenzo[b][1,4]dioxin-5-yl)piperidine-1-carboxylate